N-(2-cyclopropyl-3-oxo-pyridazin-4-yl)-8-fluoro-7-isopropoxy-2-(1-methyl-2-oxabicyclo[2.1.1]hexan-4-yl)imidazo[1,2-a]pyridine-6-carboxamide C1(CC1)N1N=CC=C(C1=O)NC(=O)C=1C(=C(C=2N(C1)C=C(N2)C21COC(C2)(C1)C)F)OC(C)C